ClC1=CC=C(C=C1)C#CC1=NN(C2=NC=C(C=C21)NC(C=C)=O)C N-(3-((4-Chlorophenyl)ethynyl)-1-methyl-1H-pyrazolo[3,4-b]pyridin-5-yl)acrylamide